C1(=CC=CC=C1)C(C(C(=O)OCC)Br)Br ethyl 3-phenyl-2,3-dibromopropionate